NC1=CC(=C2C=CC=NC2=C1)C1(CC1)NC(C1=C(C=CC(=C1)OC[C@H]1NCC1)C)=O (s)-N-(1-(7-Aminoquinolin-5-yl)cyclopropyl)-5-(azetidin-2-ylmethoxy)-2-methylbenzamide